C(C)C1OC(=C(C1=O)O)C 2-ethyl-4-hydroxy-5-methyl-furan-3-one